tert-butyl N-[trans-4-[[3-[N'-(2-chloro-5-fluoro-phenyl)carbamimidoyl]-6-(2-methoxy-5-methyl-4-pyridyl)pyrrolo[1,2-b]pyridazin-4-yl]amino]cyclohexyl]carbamate ClC1=C(C=C(C=C1)F)N=C(N)C1=C(C=2N(N=C1)C=C(C2)C2=CC(=NC=C2C)OC)N[C@@H]2CC[C@H](CC2)NC(OC(C)(C)C)=O